FC1=CC=C(C=C1)C1=C(N=CO1)N1C(N=C2C(=C1)CCCO2)=O 3-(5-(4-fluorophenyl)oxazol-4-yl)-3,5,6,7-tetrahydro-2H-pyrano[2,3-d]pyrimidin-2-one